C(C)OC=1C(=NC=NC1N1CCNCC1)NC1=NNC(=C1)C 5-ethoxy-4-((5-methyl-1H-pyrazol-3-yl)amino)-6-(piperazin-1-yl)pyrimidin